(1-((5-(6-amino-2-chloro-9H-purin-9-yl)-3,4-dihydroxytetrahydrofuran-2-yl)methoxy)-2-ethoxy-2-oxoethyl)phosphonic acid NC1=C2N=CN(C2=NC(=N1)Cl)C1C(C(C(O1)COC(C(=O)OCC)P(O)(O)=O)O)O